1-Isopropylcyclopropane-1,2,3-tricarboxylic acid ethyl ester C(C)OC(=O)C1(C(C1C(=O)O)C(=O)O)C(C)C